1,2-Bis([(5-methylcyclohexyl-1,4,5,6-tetrahydro-1,3,5-triazin-2-yl)thio]methyl)benzene CC1CCCC(C1)N1C(=NCNC1)SCC1=C(C=CC=C1)CSC=1N(CNCN1)C1CCCC(C1)C